Gold(III) selenat [Se](=O)(=O)([O-])[O-].[Au+3].[Se](=O)(=O)([O-])[O-].[Se](=O)(=O)([O-])[O-].[Au+3]